6-bromo-N-(oxetan-3-yl)-8,9-dihydroimidazo[1',2':1,6]pyrido[2,3-d]pyrimidin-2-amine BrC1=CC2=C(N=C(N=C2)NC2COC2)N2C1=NCC2